FC1(C(CNC1)NC1=NC(=CC=C1)C1=CN=C2N1C=C(C(=C2)OC)C=2C=NN1N=CC=CC12)F N-(4,4-difluoropyrrolidin-3-yl)-6-(7-methoxy-6-(pyrazolo[1,5-b]pyridazin-3-yl)imidazo[1,2-a]pyridin-3-yl)pyridin-2-amine